CC1=C(C(=O)OC(C)Cl)C=CC=C1 1-chloroethyl 2-methylbenzoate